(1-cyanocyclopropyl)-1-ethyl-3-(5-methyl-1,3,4-thiadiazol-2-yl)-2-oxo-benzimidazole-5-sulfonamide C(#N)C1(CC1)C1=C(C=CC=2N(C(N(C21)C=2SC(=NN2)C)=O)CC)S(=O)(=O)N